(S)-N-((S)-1-(2,6-dichloroquinolin-3-yl)ethyl)-2-methylpropan-2-sulfinamide ClC1=NC2=CC=C(C=C2C=C1[C@H](C)N[S@@](=O)C(C)(C)C)Cl